tert-butyl 4-[4-[6-[2-cyano-6-fluoro-3-[[(3R)-3-fluoropyrrolidin-1-yl]sulfonylamino]phenoxy]-4-oxo-quinazolin-3-yl]phenyl]piperazine-1-carboxylate C(#N)C1=C(OC=2C=C3C(N(C=NC3=CC2)C2=CC=C(C=C2)N2CCN(CC2)C(=O)OC(C)(C)C)=O)C(=CC=C1NS(=O)(=O)N1C[C@@H](CC1)F)F